O.C[C@@]1([C@@H](O[C@@H]([C@H]1O)C(O)=O)N1C=NC=2C(N)=NC=NC12)O 2'-C-methyladenosine-5'-aldehyde hydrate